(1-aminoethyl)-6-methyl-2-(2-methylindol-5-yl)chromen-4-one NC(C)C1=C(OC2=CC=C(C=C2C1=O)C)C=1C=C2C=C(NC2=CC1)C